N-(benzothiophen-3-ylmethyl)-6-(7,8-dihydro-5H-1,6-naphthyridin-6-yl)-5-methyl-pyridine-3-carboxamide S1C=C(C2=C1C=CC=C2)CNC(=O)C=2C=NC(=C(C2)C)N2CC=1C=CC=NC1CC2